C(C)(C)(C)NS(=O)(=O)C=1C=C(C=CC1)NC(C1=C(C=C(C=C1)C=1OC=CN1)N1CCC2(CC2)CC1)=O N-(3-(N-(tert-butyl)sulfamoyl)phenyl)-4-(oxazol-2-yl)-2-(6-azaspiro[2.5]octan-6-yl)benzamide